CNCC=CCCCCCCCCCCCCCCC N-methyl-octadec-2-en-1-amine